2-{7-[(3S,4S)-3-fluoro-2,2,6,6-tetramethylpiperidin-4-yl]-7H-pyrrolo[2,3-c]pyridazin-3-yl}-5-(5-methyl-1H-1,2,3-triazol-1-yl)phenol formate C(=O)OC1=C(C=CC(=C1)N1N=NC=C1C)C1=CC2=C(N=N1)N(C=C2)[C@@H]2[C@@H](C(NC(C2)(C)C)(C)C)F